(S)-(5-(1-(difluoromethyl)-1H-pyrazol-3-yl)-1,3,4-oxadiazol-2-yl)(4-(4-isopropylpyrazolo[1,5-a]pyridin-2-yl)-1,4,6,7-tetrahydro-5H-imidazo[4,5-c]pyridin-5-yl)methanone FC(N1N=C(C=C1)C1=NN=C(O1)C(=O)N1[C@@H](C2=C(CC1)NC=N2)C2=NN1C(C(=CC=C1)C(C)C)=C2)F